O1C(=CC=C1)C(=O)N1CCN(CC1)CC(=O)NC1=CC=C(C=C1)B(O)O (4-(2-(4-(furan-2-carbonyl)piperazin-1-yl)acetamido)phenyl)boronic acid